C(C)(C)N1N=CN(C1=O)C1=CC=C(C=C1)N1CCN(CC1)C1=CC=C(C=C1)B1OC(C(O1)(C)C)(C)C 2-isopropyl-4-(4-(4-(4-(4,4,5,5-tetramethyl-1,3,2-dioxaborolan-2-yl)phenyl)piperazin-1-yl)phenyl)-2,4-dihydro-3H-1,2,4-triazol-3-one